C(C)O[Si](OCC)(CCCSSSSCCC[Si](OCC)(OCC)OCC)OCC 4,4,15,15-tetraethoxy-3,16-dioxa-8,9,10,11-tetrathia-4,15-disilaoctadecane